4-Bromo-5-methyl-2-(5-tosyl-5H-pyrrolo[2,3-b]pyrazin-7-yl)thiazole BrC=1N=C(SC1C)C1=CN(C2=NC=CN=C21)S(=O)(=O)C2=CC=C(C)C=C2